N[C@@H]([C@@H](C)O)C1CN(C1)C(=O)OC(C)(C)C tert-Butyl 3-((1R,2R)-1-amino-2-hydroxypropyl)azetidine-1-carboxylate